BrC=1C=CC(=NC1)OCC1=NC=C(C=C1)OC 2-[(5-bromo-2-pyridinyl)oxymethyl]-5-methoxy-pyridine